[C@@H]12NC[C@@H]([C@@H](C1)N1N=CC=C1)C2 1-[(1S,4S,5R)-2-Azabicyclo[2.2.1]heptan-5-yl]-1H-pyrazol